2-((((6-((((2-acetoxypropan-2-yl)oxy)(methyl)phosphoryl)oxy)-3'-methyl-4-pentyl-[1,1'-biphenyl]-2-yl)oxy)(methyl)phosphoryl)oxy)propan-2-yl acetate C(C)(=O)OC(C)(C)OP(=O)(C)OC1=C(C(=CC(=C1)CCCCC)OP(=O)(C)OC(C)(C)OC(C)=O)C1=CC(=CC=C1)C